BrC1=C(C=CC(=C1)F)[C@H](CCC1OCCCO1)N[S@](=O)C(C)(C)C (R)-N-[(1S)-1-(2-bromo-4-fluorophenyl)-3-(1,3-dioxan-2-yl)propyl]-2-methylpropane-2-sulfinamide